2-(methylthio)ethyl-methacryloyl-S-(sulfopropyl)-sulfonium CSCC[S+](CCCS(=O)(=O)O)C(C(=C)C)=O